(R)-N-(3-(1-((2-amino-5-(1-cyclopropyl-1H-pyrazol-4-yl)pyridin-3-yl)oxy)ethyl)phenyl)-3-(dimethylamino)benzamide NC1=NC=C(C=C1O[C@H](C)C=1C=C(C=CC1)NC(C1=CC(=CC=C1)N(C)C)=O)C=1C=NN(C1)C1CC1